methyl 8-(1-(tert-butoxycarbonyl) piperidin-4-yl)-2-(4-(4-methoxyphenoxy) phenyl)-5,6,7,8-tetrahydroimidazo[1,2-b]pyridazine-3-carboxylate C(C)(C)(C)OC(=O)N1CCC(CC1)C1C=2N(NCC1)C(=C(N2)C2=CC=C(C=C2)OC2=CC=C(C=C2)OC)C(=O)OC